FC(OC=1C(N(C=C2C1N=C(N=C2N[C@H](C)C2=C(C(=CC=C2)C(F)F)F)C)C2(CC2)CF)=O)F (R)-8-(difluoromethoxy)-4-((1-(3-(difluoromethyl)-2-fluorophenyl)ethyl)amino)-6-(1-(fluoromethyl)cyclopropyl)-2-methylpyrido[4,3-d]pyrimidine-7(6H)-one